copper propanediamine C(CC)(N)N.[Cu]